O=C1N(CCC(C1)C(F)(F)F)C(=O)OC(C)(C)C tert-Butyl 2-oxo-4-(trifluoromethyl)piperidine-1-carboxylate